3-(4-((3-fluorophenyl)ethynyl)phenyl)-5-(tetrahydrofuran-2-yl)-1,2,4-oxadiazole FC=1C=C(C=CC1)C#CC1=CC=C(C=C1)C1=NOC(=N1)C1OCCC1